N-((S)-1-(((S)-1-amino-3-((R)-5,5-dimethyl-2-oxopyrrolidin-3-yl)-1-oxopropan-2-yl)amino)-4,4-dimethyl-1-oxopentan-2-yl)-6-chloro-4-methoxy-1H-indole-2-carboxamide NC([C@H](C[C@H]1C(NC(C1)(C)C)=O)NC([C@H](CC(C)(C)C)NC(=O)C=1NC2=CC(=CC(=C2C1)OC)Cl)=O)=O